FC([Si](Cl)(C(F)(F)F)C(C(C(C(C(C(C(C(C(C(F)(F)F)(F)F)(F)F)(F)F)(F)F)(F)F)(F)F)(F)F)(F)F)(F)F)(F)F perfluorodecyldimethylchlorosilane